N1=CC=C(C=C1)CNC(NC1=CC=C(C=C1)NS(=O)(=O)CC1=CC=C(C=C1)OC(F)(F)F)=O N-(4-(3-(pyridin-4-ylmethyl)ureido)phenyl)-1-(4-(trifluoromethoxy)phenyl)methanesulfonamide